BrC1=C(C=C2C(=NC(=NC2=C1F)OC[C@]12CCCN2C[C@@H](C1)F)N1C[C@@H](N(CC1)C(=O)OC(C)(C)C)CC#N)OC tert-butyl (S)-4-(7-bromo-8-fluoro-2-((2R,7aS)-2-fluorotetrahydro-1H-pyrrolizin-7a(5H)-ylmethoxy)-6-methoxyquinazolin-4-yl)-2-(cyanomethyl)piperazine-1-carboxylate